3-[5-[1-([4-[6-(dimethylamino)-2-methyl-1-oxo-2,7-naphthyridin-4-yl]-2,6-dimethoxyphenyl]methyl)piperidin-4-yl]-1-oxo-3H-isoindol-2-yl]piperidine-2,6-dione CN(C=1C=C2C(=CN(C(C2=CN1)=O)C)C1=CC(=C(C(=C1)OC)CN1CCC(CC1)C=1C=C2CN(C(C2=CC1)=O)C1C(NC(CC1)=O)=O)OC)C